1-ETHYL-PYRROL-3-YLBORONIC ACID C(C)N1C=C(C=C1)B(O)O